(6,9-diazaspiro[4.5]decan-6-yl)methanone C1CCCC12N(CCNC2)C=O